7-Iodo-1H-pyrazolo[4,3-b]pyridine-3-diazonium Acetate C(C)(=O)[O-].IC1=C2C(=NC=C1)C(=NN2)[N+]#N